alpha-Ergostenol C[C@H](CC[C@H](C)C(C)C)[C@H]1CCC2=C3CC[C@H]4C[C@H](CC[C@@]4([C@H]3CC[C@]12C)C)O